tert-butyl 6-(8-(benzo[d]thiazol-2-ylcarbamoyl)-3,4-dihydroisoquinolin-2(1H)-yl)-3-(1-(cyclohexylmethyl)-5-methyl-1H-pyrazol-4-yl)picolinate S1C(=NC2=C1C=CC=C2)NC(=O)C=2C=CC=C1CCN(CC21)C2=CC=C(C(=N2)C(=O)OC(C)(C)C)C=2C=NN(C2C)CC2CCCCC2